3-Chloro-1-methyl-5,6,7,8-tetrahydro-isoquinoline-4-carbonitrile ClC=1N=C(C=2CCCCC2C1C#N)C